FC1=C(C(=CC2=C1OCC1=NN(C=C12)COCC[Si](C)(C)C)C#N)I 6-fluoro-7-iodo-2-((2-(trimethylsilyl)ethoxy)methyl)-2,4-dihydrobenzopyrano[3,4-c]pyrazole-8-carbonitrile